[Sb].[Cu].[Ag].[Sn] tin-silver-copper-antimony